3-benzylpyridine N-oxide C(C1=CC=CC=C1)C=1C=[N+](C=CC1)[O-]